C(C)N1C(=O)C(=O)C2=CC(=CC=C12)Br N-ethyl-5-bromoisatin